N-[4-[2-[[4-(Dimethylamino)cyclohexyl]amino]-8-isopropyl-7-oxo-pteridin-6-yl]-2-fluoro-phenyl]-1-indan-2-yl-methanesulfonamide CN(C1CCC(CC1)NC1=NC=2N(C(C(=NC2C=N1)C1=CC(=C(C=C1)NS(=O)(=O)CC1CC2=CC=CC=C2C1)F)=O)C(C)C)C